BrC=1C=NC=2CCN(C(C2C1)=O)C(C)C1=C(C=CC=C1)OC(F)(F)F 3-bromo-6-(1-(2-(trifluoromethoxy)phenyl)ethyl)-7,8-dihydro-1,6-naphthyridin-5(6H)-one